C(C)C=C(C(=O)OCCCCCCCCCCCCCCCC)C hexadecyl (ethyl methacrylate)